ClC1=C(C=C(C=C1)OC(C)C)B(O)O 2-CHLORO-5-ISOPROPOXYPHENYLBORONIC ACID